4-[(2R)-3-(3,4-dihydro-1H-isoquinolin-2-yl)-2-hydroxy-propyl]-2,2-dimethyl-8-(3-oxa-8-azabicyclo[3.2.1]octan-8-carbonyl)-3H-1,4-benzoxazepin-5-one C1N(CCC2=CC=CC=C12)C[C@H](CN1CC(OC2=C(C1=O)C=CC(=C2)C(=O)N2C1COCC2CC1)(C)C)O